ClC=1C(=NC=CC1C1=NC(=C(C=C1)CNCC1CCC(N1)=O)OC)C1=C(C(=CC=C1)NC1=C(C(=CC=C1)CNCCO)F)C 5-((((3'-chloro-2'-(3-((2-fluoro-3-(((2-hydroxyethyl)amino)methyl)phenyl)amino)-2-methylphenyl)-6-methoxy-[2,4'-bipyridin]-5-yl)methyl)amino)methyl)pyrrolidin-2-one